CN(C1=CC=C(C=N1)C=1N=C2N(C(C1)=O)C=C(C=C2)C2CCN(CC2)C)C 2-[6-(dimethylamino)pyridin-3-yl]-7-(1-methylpiperidin-4-yl)-4H-pyrido[1,2-a]pyrimidin-4-one